benzoxazolyl-octahydroisoindole O1C(=NC2=C1C=CC=C2)C2NCC1CCCCC21